(1R)-8-[8-(3-chlorophenyl)pyrido[4,3-d]pyrimidin-5-yl]-8-azaspiro[4.5]decan-1-amine ClC=1C=C(C=CC1)C1=CN=C(C2=C1N=CN=C2)N2CCC1(CCC[C@H]1N)CC2